3-[(cyclobutyloxy)methyl]piperidine hydrochloride Cl.C1(CCC1)OCC1CNCCC1